C(C)(C)(C)C1=CC(=NN1[C@H]1COCC1)NC=1N(C=2C(=NC=C(C2Cl)OC=2C=NC=3N(C2)N=C(C3)C)N1)C (R)-N-(5-(tert-butyl)-1-(tetrahydrofuran-3-yl)-1H-pyrazol-3-yl)-7-chloro-1-methyl-6-((2-methylpyrazolo[1,5-a]pyrimidin-6-yl)oxy)-1H-imidazo[4,5-b]pyridin-2-amine